NC=1C2=C(N=CN1)N1C(=C2C2=CC(=C(C=C2)OC2=NC(=CC=C2)C)F)N(CC1)C=1C(=C(C=CC1)NC(C(=C)C)=O)C N-[3-(4-amino-5-{3-fluoro-4-[(6-methylpyridin-2-yl)oxy]phenyl}-7,8-dihydro-6H-imidazo[2',3':5,1]pyrrolo[2,3-d]pyrimidin-6-yl)-2-methylphenyl]-2-methylpropan-2-enamide